di(methyl)n-butyl-(ethoxy)silane tert-butyl-((1S,2S,3R)-2,3-dimethyl-3-((6-(1-methyl-1H-pyrazol-4-yl)pyrazolo[1,5-a]pyrazin-4-yl)oxy)cyclobutyl)(methyl)carbamate C(C)(C)(C)OC(N(C)[C@@H]1[C@@H]([C@@](C1)(OC=1C=2N(C=C(N1)C=1C=NN(C1)C)N=CC2)C)C)=O.C[Si](OCC)(CCCC)C